NC1=NC=C(C2=C1C=NN2)NC(C(N2[C@H](CC[C@@H](C2)C)C=2C=NC(=C(C2)OC)C)=O)=O |r| N-(4-amino-1H-pyrazolo[4,3-c]pyridin-7-yl)-2-oxo-2-[rac-(2R,5S)-2-(5-methoxy-6-methyl-3-pyridyl)-5-methyl-1-piperidyl]acetamide